FC=1C(=NC(=CC1)OC)C1=NC=CC=C1 3'-fluoro-6'-methoxy-[2,2'-bipyridin]